NCCN(CCN1C(N(CC1)CCN(CCN(CC#N)CC#N)CCNCC#N)=O)CC#N 2,2'-((2-((2-(3-(2-((2-aminoethyl)(cyanomethyl)amino)ethyl)-2-oxoimidazolidin-1-yl)ethyl)(2-((cyanomethyl)amino)ethyl)amino)ethyl)azanediyl)diacetonitrile